C12(CC(C1)C2)N2C=C(C(=CC2=O)NC2[C@@H]1CN(C[C@H]21)C)C(=O)N[C@H](C)C2=C(C(=CC=C2)C#N)C 1-(bicyclo[1.1.1]pent-1-yl)-N-((R)-1-(3-cyano-2-methylphenyl)ethyl)-4-(((1R,5s,6s)-3-methyl-3-azabicyclo[3.1.0]hex-6-yl)amino)-6-oxo-1,6-dihydropyridine-3-carboxamide